6-fluoro-2-(indolin-1-ylmethyl)-3H-quinazolin-4-one FC=1C=C2C(NC(=NC2=CC1)CN1CCC2=CC=CC=C12)=O